The molecule is an unsaturated fatty acyl-CoA that results from the formal condensation of the thiol group of coenzyme A with the carboxy group of (13Z,16Z,19Z)-3-oxodocosatrienoic acid. It is an unsaturated fatty acyl-CoA, a long-chain fatty acyl-CoA, a 3-oxo-fatty acyl-CoA and an 11,12-saturated fatty acyl-CoA. It is a conjugate acid of a (13Z,16Z,19Z)-3-oxodocosatrienoyl-CoA(4-). CC/C=C\\C/C=C\\C/C=C\\CCCCCCCCCC(=O)CC(=O)SCCNC(=O)CCNC(=O)[C@@H](C(C)(C)COP(=O)(O)OP(=O)(O)OC[C@@H]1[C@H]([C@H]([C@@H](O1)N2C=NC3=C(N=CN=C32)N)O)OP(=O)(O)O)O